isopropylglycerol methacrylate (isopropylidenemethacrylate) C(C)(C)=C=C(C(=O)OC(C(OC(C(=C)C)=O)C(C)C)CO)C